t-butyl isononanoate C(CCCCCC(C)C)(=O)OC(C)(C)C